6-chloro-2-methoxy-3-[1-(oxan-2-yl)pyrazol-4-yl]Pyridine ClC1=CC=C(C(=N1)OC)C=1C=NN(C1)C1OCCCC1